O=C1C=CC=NN1C=1C=CC(=NC1)N[C@@H]1C[C@H](CC1)NC1=NOC(=N1)C1(CC1)C(=O)O 1-(3-(((1S,3S)-3-((5-(6-oxopyridazin-1(6H)-yl)pyridin-2-yl)amino)cyclopentyl)amino)-1,2,4-oxadiazol-5-yl)cyclopropane-1-carboxylic acid